Methyl 2-amino-1,3-benzthiazole-6-carboxylate NC=1SC2=C(N1)C=CC(=C2)C(=O)OC